6-ethyl-1-methyl-7-(naphthalen-1-ylmethyl)-5-oxo-8-(3-(trifluoromethyl)phenyl)-1,2,3,5-tetrahydroimidazo[1,2-a]pyridine-3-carboxylic acid C(C)C1=C(C(=C2N(C1=O)C(CN2C)C(=O)O)C2=CC(=CC=C2)C(F)(F)F)CC2=CC=CC1=CC=CC=C21